N[C@H]1CN(CCC1)C(=O)C1=CC2=C(N(C(=N2)C2=CC=3C=4N2CCN(C4C=CC3)CCCO)C)C(=C1)OC (R)-(3-aminopiperidin-1-yl)(2-(1-(3-hydroxypropyl)-2,3-dihydro-1H-pyrrolo[1,2,3-de]quinoxalin-5-yl)-7-methoxy-1-methyl-1H-benzo[d]imidazol-5-yl)methanone